FC(CN1N=NC2=C1C=C(C=C2)C=2C=CN1N=C(N=C(C12)OC)N[C@H]1C(CN(CC1)CC(C#N)(C)C)(F)F)F (R)-3-(4-((5-(1-(2,2-difluoroethyl)-1H-benzo[d][1,2,3]triazol-6-yl)-4-methoxypyrrolo[2,1-f][1,2,4]triazin-2-yl)amino)-3,3-difluoropiperidin-1-yl)-2,2-dimethylpropanenitrile